C(C=CCCCCCCCCCCCCCCCCCCC)(=O)[O-].[K+] Potassium Docosenate